C(C)(C)(C)OC(=O)N1CC2(C1)CC(CC2)O 6-hydroxy-2-azaspiro[3.4]octane-2-carboxylic acid tert-butyl ester